ClC=1C=C(C#N)C=C(C1I)Cl 3,5-Dichloro-4-iodobenzonitrile